C(C)OCCCNC(=O)C=1C(NC=CC1)=S N-(3-ethoxypropyl)-2-thioxo-1,2-dihydropyridine-3-carboxamide